tertbutyl 6-[3-(2,4-dioxohexahydropyrimidin-1-yl)-5-fluoro-1-methyl-indazol-6-yl]-2,6-diazaspiro[3.3]heptane-2-carboxylate O=C1N(CCC(N1)=O)C1=NN(C2=CC(=C(C=C12)F)N1CC2(CN(C2)C(=O)OC(C)(C)C)C1)C